C(C)(C)(C)OC(=O)NC(C)(C)C1=CC(=NC(=C1)C1=CC=C(C=C1)F)OC1[C@@H]2CN(C[C@H]12)C(=O)OCC1=CC=CC=C1 benzyl (1R,5S,6s)-6-((4-(2-((tert-butoxycarbonyl)amino)propan-2-yl)-6-(4-fluorophenyl)pyridin-2-yl)oxy)-3-azabicyclo[3.1.0]hexane-3-carboxylate